C(C1=CC=CC=C1)(=O)NC=1C(=CC=C2C=C(C(=NC12)OC)C(=O)OCC)C1CCC1 ethyl 8-(benzoylamino)-7-cyclobutyl-2-methoxyquinoline-3-carboxylate